BrC=1C=C2C=NNC2=CC1C#CCOC 5-bromo-6-(3-methoxyprop-1-ynyl)-1H-indazole